NC1=NC2=CC=CC(=C2C(N1C)=O)F amino-5-fluoro-3-methylquinazolin-4(3H)-one